(S*)-1-(2-(2-Chloro-6-fluorophenyl)-7-fluoro-4-isopropyl-3,4-dihydro-2H-benzo[b][1,4]oxazin-6-yl)-4-ethyl-3-(hydroxymethyl)-1H-1,2,4-triazol-5(4H)-one ClC1=C(C(=CC=C1)F)[C@H]1CN(C2=C(O1)C=C(C(=C2)N2N=C(N(C2=O)CC)CO)F)C(C)C |o1:8|